4-(6-(4-(2-cyclobutylacetamido)thiophen-2-yl)pyrazin-2-yl)-N-(1-cyclopropylpiperidin-4-yl)-2-methoxy-N-methylbenzamide C1(CCC1)CC(=O)NC=1C=C(SC1)C1=CN=CC(=N1)C1=CC(=C(C(=O)N(C)C2CCN(CC2)C2CC2)C=C1)OC